ClC=1C=CC(=C(C1)C1=CC(=CC=C1C(NC=1SC=2C(=NC=C(N2)C2=CC=C(C=C2)C#N)N1)=O)CC(=O)O)OC 2-(5'-chloro-6-((6-(4-cyanophenyl)thiazolo[4,5-b]pyrazin-2-yl)carbamoyl)-2'-methoxy-[1,1'-biphenyl]-3-yl)acetic acid